NC([C@@](CC(F)(F)F)(C)NC(=O)C1=CC(=C2N1CCC1=CC(=C(C=C21)C=2N=NN(N2)C)OC)C=2SC=NN2)=O (S)-N-(1-amino-4,4,4-trifluoro-2-methyl-1-oxobutan-2-yl)-8-methoxy-9-(2-methyl-2H-tetrazol-5-yl)-1-(1,3,4-thiadiazol-2-yl)-5,6-dihydropyrrolo[2,1-a]isoquinoline-3-carboxamide